NC1=C(C(=O)OC)C=CC(=C1)Cl methyl 2-amino-4-chlorobenzoate